N=1C=C(N2C1C=CC=C2)C2CN(CC2)C2=CC(=NC(=N2)N)N 6-(3-(imidazo[1,2-a]pyridin-3-yl)pyrrolidin-1-yl)pyrimidine-2,4-diamine